2-(2-((2-(5-(1H-pyrrol-1-yl)-1H-benzo[d]imidazol-2-yl)ethyl)amino)ethyl)-N-((3-fluoropyridin-2-yl)methyl)oxazole-4-carboxamide N1(C=CC=C1)C1=CC2=C(NC(=N2)CCNCCC=2OC=C(N2)C(=O)NCC2=NC=CC=C2F)C=C1